C(C)(C)(C)OC(=O)N1CCN(CC1)C1=CC=C(C=C1)C1=N[C@H](C=2N(C3=C1C(=C(S3)C)C)C(=NN2)C)CC(=O)OC 4-{4-[(6S)-6-(2-methoxy-2-oxoethyl)-2,3,9-trimethyl-6H-thieno[3,2-f][1,2,4]triazolo[4,3-a][1,4]diazepin-4-yl]phenyl}piperazine-1-carboxylic acid tert-butyl ester